C(=C)N1CN(C=C1)CC 1-vinyl-3-ethyl-imidazole